C(=O)(O)C=1C=C(C=CC1)C[NH3+] (3-carboxyphenyl)methanaminium